FC=1C=C(C=C(C1)OCC(C)C)C1=CC=C(C(=N1)N1C(C[C@@H](C1)C)(C)C)C(=O)NS(N[C@@H]1CNCC1)(=O)=O 6-(3-Fluoro-5-isobutoxyphenyl)-N-[[(3S)-pyrrolidin-3-yl]sulfamoyl]-2-[(4S)-2,2,4-trimethylpyrrolidin-1-yl]pyridin-3-carboxamid